N1=CN=C2C=NC3=CC(C=CC3=C21)=O imidazo[4,5-c]quinolin-7-one